CN1C(C(=CC=C1)N1N=C2C(=C1)CCC2C2=CC=CC=C2)=O 1-methyl-3-(6-phenyl-5,6-dihydrocyclopenta[c]pyrazol-2(4H)-yl)pyridine-2(1H)-one